3-((S)-1-(((R)-tert-butylsulfinyl)imino)-7-(methylsulfonyl)-1,3-dihydrospiro[indene-2,4'-piperidin]-1'-yl)-6-(2,3-dichlorophenyl)-5-methylpyrazine-2-carboxylic acid ethyl ester C(C)OC(=O)C1=NC(=C(N=C1N1CCC2(CC1)C(C1=C(C=CC=C1C2)S(=O)(=O)C)=N[S@](=O)C(C)(C)C)C)C2=C(C(=CC=C2)Cl)Cl